COC1=CC=C(C=C1)C(OC[C@@H]1[C@H]([C@H]([C@@H](O1)N1C(NC(C=C1)=O)=O)OCC#C)O)(C1=CC=CC=C1)C1=CC=C(C=C1)OC 1-((2R,3R,4R,5R)-5-((bis(4-methoxyphenyl)(phenyl)methoxy)methyl)-4-hydroxy-3-(prop-2-yn-1-yloxy)tetrahydrofuran-2-yl)pyrimidine-2,4(1H,3H)-dione